6-[(2S)-2-Aminopropyl]-2-chloro-N-[(3-fluoropyridin-2-yl)methyl]-7-methylthieno[3,2-d]pyrimidin-4-amine dihydrochloride Cl.Cl.N[C@H](CC1=C(C=2N=C(N=C(C2S1)NCC1=NC=CC=C1F)Cl)C)C